O1C(=CC=C1)C=1C2=C(N=CN1)N(C1=C2C=CN=C1)[C@H]1[C@H](OC(C2=CC=CC=C2)=O)[C@H](OC(C2=CC=CC=C2)=O)[C@H](O1)COC(C1=CC=CC=C1)=O 4-(Furan-2-yl)-9-(2,3,5-tri-O-benzoyl-β-D-ribofuranosyl)-9H-pyrido[4',3':4,5]pyrrolo[2,3-d]pyrimidine